(S)-2-Cyclopropyl-10-((2-(4,4-difluoropiperidin-1-yl)-5-fluoropyrimidin-4-yl)amino)-3,3-difluoro-7-methyl-1,2,3,4-tetrahydro-[1,4]oxazepino[2,3-c]chinolin-6(7H)-on C1(CC1)[C@@H]1NC2=C(C(N(C=3C=CC(=CC23)NC2=NC(=NC=C2F)N2CCC(CC2)(F)F)C)=O)OCC1(F)F